NCCCNCCCN bis-(3-amino-propyl)-ammonia